6-chloro-N-cyclopropyl-2-(2,6-dichloro-3,5-dimethoxyphenyl)pyrido[3,4-d]pyrimidine-4-amine ClC1=CC2=C(N=C(N=C2NC2CC2)C2=C(C(=CC(=C2Cl)OC)OC)Cl)C=N1